1-(4-(3-((tert-butyldimethylsilyl)oxy)propyl)-2-isopropylpyridin-3-yl)-7-chloro-6-fluoropyrido[2,3-d]Pyrimidine-2,4(1H,3H)-dione [Si](C)(C)(C(C)(C)C)OCCCC1=C(C(=NC=C1)C(C)C)N1C(NC(C2=C1N=C(C(=C2)F)Cl)=O)=O